bicyclo[2.2.1]-2-heptene C12C=CC(CC1)C2